4-(1-hydroxy-1-methylethyl)-2-propyl-1H-imidazole-5-carboxylic acid ethyl ester C(C)OC(=O)C1=C(N=C(N1)CCC)C(C)(C)O